FC(C=1C(=C2C(=NC1C)CNC2)C)F 3-(Difluoromethyl)-2,4-dimethyl-6,7-dihydro-5H-pyrrolo[3,4-b]pyridine